6-amino-2,4-dichloro-1,3,5-triazine NC1=NC(=NC(=N1)Cl)Cl